CC1(C(=O)OCCCCCCC(C)C)C(C(=O)[O-])CCC=C1 monoisononyl methyltetrahydrophthalate